ClC=1C=C(C=C2C=C(N=CC12)NC(=O)[C@H]1[C@@H](C1)C#N)C1CNC(O1)=O trans-N-[8-chloro-6-(2-oxooxazolidin-5-yl)-3-isoquinolinyl]-2-cyano-cyclopropanecarboxamide